(E)-4-chloro-N-(3-(3-(4-methoxyphenyl)propenoyl)phenyl)benzenesulfonamide ClC1=CC=C(C=C1)S(=O)(=O)NC1=CC(=CC=C1)C(\C=C\C1=CC=C(C=C1)OC)=O